iminophenylpyruvate N=C(C(C(=O)[O-])=O)C1=CC=CC=C1